P(=O)([O-])([O-])[O-].[N-]=C=O.[N-]=C=O.C(C(=O)[O-])(=O)[O-].C(C(=O)[O-])(=O)[O-].[Na+].ClC=1C(=NC=C(C1)C(F)(F)F)C(=O)NC1=C(C=C(C=C1C(=O)NN=C(C)C)Cl)C 3-chloro-N-(4-chloro-2-methyl-6-(2-(prop-2-ylidene)hydrazine-1-carbonyl)phenyl)-5-(trifluoromethyl)picolinamide sodium bis(oxalate) diisocyanate phosphate